C(N)(O)=O.NC(C)CC1=CC=CC=C1 amphetamine carbamate salt